2-chloro-N-ethyl-6-[3-methyl-1-(4-methyl-1,2,4-triazol-3-yl)cyclobutyl]pyrimidin-4-amine ClC1=NC(=CC(=N1)NCC)C1(CC(C1)C)C1=NN=CN1C